S1C=NC2=C1C=C(C=C2)C(C)N2C[C@@H](N(C[C@H]2CC)C=2C=1C(N(C(C2)=O)C)=CN(N1)CC#N)CC 2-(7-((2S,5R)-4-(1-(benzo[d]thiazol-6-yl)ethyl)-2,5-diethylpiperazin-1-yl)-4-methyl-5-oxo-4,5-dihydro-2H-pyrazolo[4,3-b]pyridin-2-yl)acetonitrile